6-methoxy-1,2,3-trimethyl-7-nitro-1,2,3,4-tetrahydroisoquinoline COC=1C=C2CC(N(C(C2=CC1[N+](=O)[O-])C)C)C